O=C1NC(CCC1N1C(C2=CC=C(C=C2C1=O)N1CC2CCC(C1)N2CC2CCN(CC2)C2=CC=C(C=C2)C(=C(CC)C2=CC=CC=C2)C2=CC=C(C=C2)O)=O)=O 2-(2,6-dioxopiperidin-3-yl)-5-(8-((1-(4-(1-(4-hydroxyphenyl)-2-phenylbut-1-en-1-yl)phenyl)piperidin-4-yl)methyl)-3,8-diazabicyclo[3.2.1]octan-3-yl)isoindoline-1,3-dione